(3-dimethoxymethylsilylpropyl)trithiol COC(OC)[SiH2]CCCC=1SSSC1